Cl.ClC=1OC=2C=NC=CC2N1 2-Chlorooxazolo[5,4-c]pyridine hydrochloride